ammonium behenyl-trimethyl-ammonium sulfate S(=O)(=O)([O-])[O-].C(CCCCCCCCCCCCCCCCCCCCC)[N+](C)(C)C.[NH4+]